CC1CC(CN(C1)C1=NC(=NC=C1)C1=CN=C2N1C=C(C=C2)C(F)(F)F)C(=O)N 5-methyl-1-[2-(6-trifluoromethyl-imidazo[1,2-a]pyridin-3-yl)-pyrimidin-4-yl]-piperidine-3-carboxylic acid amide